CC=1C(C=C(C(C1C)=O)C)=O 2,3,5-trimethyl-2,5-cyclohexadiene-1,4-dione